rac-(3R,3aS,8bS)-8b-hydroxy-6,8-dimethoxy-3a-(4-methoxyphenyl)-3-phenyl-2,3,3a,8b-tetrahydro-1H-cyclopenta[b]benzofuran-1-one O[C@]12[C@](OC3=C1C(=CC(=C3)OC)OC)([C@H](CC2=O)C2=CC=CC=C2)C2=CC=C(C=C2)OC |r|